FC=1C=C(C=C(C1)F)C(C)NC=1C=C2C(=NNC2=CC1)C1=NC2=C(N1)CN(C2)CC2CCNCC2 N-(1-(3,5-Difluorophenyl)ethyl)-3-(5-(Piperidin-4-ylmethyl)-1,4,5,6-Tetrahydropyrrolo[3,4-d]imidazol-2-yl)-1H-Indazol-5-Amin